4-{[(4-methoxyphenyl)methyl]Amino}-N-(3-methylbutyl)pyrrolidine-2-carboxamide COC1=CC=C(C=C1)CNC1CC(NC1)C(=O)NCCC(C)C